3-azidopropan-1-amine hydrobromide Br.N(=[N+]=[N-])CCCN